benzenesulfonic acid oxygen [O].C1(=CC=CC=C1)S(=O)(=O)O